BrC1=C(C=CC(=C1)Cl)CCN 2-(2-Bromo-4-chlorophenyl)ethanamine